ClC(C)C1=NC2=C(N1C)C=C(C=C2OC)C(=O)[O-] 2-(1-chloroethyl)-4-methoxy-1-methyl-1H-benzo[d]imidazole-6-carboxylate